FC(CP(OC1=C(C=CC=C1)C)([O-])=O)(F)F methylphenyl (2,2,2-trifluoroethyl)phosphonate